sodium oxalate sodium [Na+].C(C(=O)[O-])(=O)[O-].[Na+]